2,3,5-Trimethyl-1,2,3,4-tetrahydroquinoxaline CC1NC2=CC=CC(=C2NC1C)C